6-(2-amino-6-fluoro-5-(4-(4-isopropylpiperazin-1-yl)phenyl)pyridin-3-yl)-7-fluoro-4-methylisoquinolin-1(2H)-one NC1=NC(=C(C=C1C=1C=C2C(=CNC(C2=CC1F)=O)C)C1=CC=C(C=C1)N1CCN(CC1)C(C)C)F